2-bromo-5-chloro-N-ethyl-benzamide BrC1=C(C(=O)NCC)C=C(C=C1)Cl